N1=CC=C(C=C1)NC=1N=CC2=C(N1)NC=C2C2=CC=1N(C=C2)N=CC1C(=O)NC1CCOCC1 5-(2-(pyridin-4-ylamino)-7H-pyrrolo[2,3-d]pyrimidin-5-yl)-N-(tetrahydro-2H-pyran-4-yl)pyrazolo[1,5-a]pyridine-3-carboxamide